C(C)(C)(C)OC(=O)N1CC(C(CC1)O)NC(=O)C1=C(C2=C(C(=N1)Cl)C=CS2)C2=C(C=C(C=C2)F)OC 3-[[4-chloro-7-(4-fluoro-2-methoxy-phenyl)thieno[3,2-c]pyridine-6-carbonyl]amino]-4-hydroxy-piperidine-1-carboxylic acid tert-butyl ester